(2-(1,4-dioxaspiro[4.5]decan-8-yl)thiazol-5-yl)carbamic acid tert-butyl ester C(C)(C)(C)OC(NC1=CN=C(S1)C1CCC2(OCCO2)CC1)=O